CC(C)S(=O)(=O)[O-] The molecule is an alkanesulfonate that is obtained by removal of a proton from the sulfonic acid group of propane-2-sulfonic acid. It has a role as a xenobiotic. It is a conjugate base of a propane-2-sulphonic acid.